N-(6-((1H-pyrazol-1-yl)methyl)-4-methoxyisoxazolo[4,5-c]pyridin-3-yl)-4,6-dimethoxy-2,3-dihydrobenzofuran-5-sulfonamide N1(N=CC=C1)CC1=CC2=C(C(=N1)OC)C(=NO2)NS(=O)(=O)C=2C(=CC1=C(CCO1)C2OC)OC